tert-butyl N-methyl-N-((pentafluorophenyl)sulfonyl)-D-alaninate CN([C@H](C)C(=O)OC(C)(C)C)S(=O)(=O)C1=C(C(=C(C(=C1F)F)F)F)F